(4-bromo-2,5-dimethoxyphenethyl)-6-(4-phenylbutoxy)hexan-1-amine BrC1=CC(=C(CCC(CCCCCOCCCCC2=CC=CC=C2)N)C=C1OC)OC